NC(CC12CCC(CC1)(CC2)C2=CC=C(C#N)C=C2)C#N 4-(4-(2-amino-2-cyanoethyl)bicyclo[2.2.2]octan-1-yl)benzonitrile